ethyl 2-(9-ethyl-2-(3-(1-methyl-1H-pyrazol-3-yl)phenyl)-6-morpholino-9H-purin-8-yl)acetate C(C)N1C2=NC(=NC(=C2N=C1CC(=O)OCC)N1CCOCC1)C1=CC(=CC=C1)C1=NN(C=C1)C